ClC1=CC(=NC(=C1O)Cl)C(=O)NC1=NN(C=C1C(=O)OC)C1=CC=CC=C1 methyl 3-(4,6-dichloro-5-hydroxypicolinamido)-1-phenyl-1H-pyrazole-4-carboxylate